ClC1=CC=C(C=C1)S(=O)(=O)C(C(=O)C1=CC=CC=C1)SC1=CC=CC=C1 2-((4-chlorophenyl)sulfonyl)-1-phenyl-2-(phenylthio)ethane-1-one